6-((3-methyl-4-(piperazin-1-yl)phenyl)amino)-1,2-dihydro-3H-pyrazolo[3,4-d]Pyrimidin-3-one CC=1C=C(C=CC1N1CCNCC1)NC1=NC=C2C(=N1)NNC2=O